1-(2-acetyl-2-azaspiro[3.3]heptan-6-yl)-3-(5-bromo-3-(difluoromethoxy)pyridin-2-yl)-1-(2-isopropylphenyl)urea C(C)(=O)N1CC2(C1)CC(C2)N(C(=O)NC2=NC=C(C=C2OC(F)F)Br)C2=C(C=CC=C2)C(C)C